CC1=C(OC(C(=O)O)C)C=CC=C1 o-methylphenoxypropionic acid